dicyclohexyl[2',4',6'-tri(propan-2-yl)[1,1'-biphenyl]-3-yl]phosphane C1(CCCCC1)P(C=1C=C(C=CC1)C1=C(C=C(C=C1C(C)C)C(C)C)C(C)C)C1CCCCC1